CCN(CC)C1=CC2=C(C=C1)C3(C4=CC=CC=C4C(=O)O3)C5=C(O2)C=C(C(=C5)NC6=C(C=C(C=C6)C)C)C 2-(2,4-dimethylanilino)-3-methyl-6-diethylaminofluorane